C(#N)C1=CC(=C(CNC(OC(C)(C)C)=O)C=C1)F tert-butyl (4-cyano-2-fluorobenzyl)carbamate